tert-butyl 6-(((6aR,8R)-2-chloro-6a-(difluoromethyl)-5,6,6a,7,8,9-hexahydropyrrolo-[1',2':4,5]pyrazino[2,3-c]pyridazin-8-yl)oxy)-1-methyl-3,4-dihydroisoquinoline-2(1H)-carboxylate ClC=1C=C2C(=NN1)NC[C@@]1(N2C[C@@H](C1)OC=1C=C2CCN(C(C2=CC1)C)C(=O)OC(C)(C)C)C(F)F